FC(C1=C(CN2CC=CC3=C2NC2=CC=CC=C32)C=CC=C1)(F)F 1-(2-(trifluoromethyl)benzyl)-9H-pyrido[2,3-b]indole